O[C@@H](CCOC[C@@H](OC1=NC=CC(=N1)C1=NN(C2=CC=C(C=C12)O)C1OCCCC1)C)C 3-[2-[(1S)-2-[(3R)-3-hydroxybutoxy]-1-methyl-ethoxy]pyrimidin-4-yl]-1-tetrahydropyran-2-yl-indazol-5-ol